(S)-N-(3-((4-(4-aminopyrimidin-2-yl)-1,3-dimethyl-1H-pyrazol-5-yl)oxy)butyl)-6'-chloro-3-fluoro-5-((4-methylpiperazin-1-yl)methyl)-[2,3'-bipyridin]-4'-amine NC1=NC(=NC=C1)C=1C(=NN(C1O[C@H](CCNC1=C(C=NC(=C1)Cl)C1=NC=C(C=C1F)CN1CCN(CC1)C)C)C)C